6-chloromethyl-2,2-dimethyl-1,3-dioxane ClCC1CCOC(O1)(C)C